N-benzyl-2,3,4,5-tetrafluoro-6-(2,2,2-trifluoroethoxy)benzenesulfonamide C(C1=CC=CC=C1)NS(=O)(=O)C1=C(C(=C(C(=C1OCC(F)(F)F)F)F)F)F